ethyl (3S)-8a-methyl-5,7-dioxoindolizine-3-carboxylate CC12CC(CC(N2C(=CC1)C(=O)OCC)=O)=O